Methyl 3-chloro-5-fluoro-6-(2,2,6-trifluorobenzo[d][1,3]dioxol-5-yl)picolinate ClC=1C(=NC(=C(C1)F)C1=CC2=C(OC(O2)(F)F)C=C1F)C(=O)OC